COC(=O)[C@H]1N(C[C@H](C1)O)C(=O)OC(C)(C)C (2s,4s)-4-hydroxypyrrolidine-1,2-dicarboxylic acid 1-tert-butyl ester 2-methyl ester